CCC#CCCCCCC#CCC trideca-3,10-diyne